ClC1=C(CC2C(=NOC2(C)C)S(=O)(=O)C2=NOC(C2CC2=C(C=C(C(=C2)Cl)OCC)Cl)(C)C)C=C(C(=C1)OCC)Cl 2,5-dichloro-4-ethoxybenzyl-4,5-dihydro-5,5-dimethyl-1,2-oxazol-3-ylsulfone